6-Chloro-3-[(1R)-1-[2-(2-ethyl-1,3-benzoxazol-6-yl)-3,6-dimethyl-4-oxo-chromen-8-yl]ethoxy]pyridine-2-carbonitrile ClC1=CC=C(C(=N1)C#N)O[C@H](C)C=1C=C(C=C2C(C(=C(OC12)C1=CC2=C(N=C(O2)CC)C=C1)C)=O)C